2-(4-(4-fluorophenoxy)phenoxy)ethanol FC1=CC=C(OC2=CC=C(OCCO)C=C2)C=C1